(R)-3-Amino-4-(1-((5-methoxy-7-methyl-1H-indol-4-yl)methyl)piperidin-2-yl)benzoic acid NC=1C=C(C(=O)O)C=CC1[C@@H]1N(CCCC1)CC1=C2C=CNC2=C(C=C1OC)C